CN(C=1C=C(C=CC1)[C@H]1N(CCCC1)C(C(=O)NC=1C=C(C(=NC1)NC(OC(C)(C)C)=O)C)=O)C tert-Butyl N-[5-[[2-[(2S)-2-[3-(dimethylamino)phenyl]-1-piperidyl]-2-oxo-acetyl]amino]-3-methyl-2-pyridyl]carbamate